FC1=CC=C2C=NC(=NC2=C1C=1C=C(C=CC1)NC(C=C)=O)NC=1C=NC(=CC1)NC1CNCC1 N-(3-(7-fluoro-2-((6-(pyrrolidin-3-ylamino)pyridin-3-yl)amino)quinazolin-8-yl)phenyl)acrylamide